COC(\C=C\CC[C@@H](C(=O)NC=1C(N(C=CC1)CC(=O)NC12CC3(CC(CC(C1)(C3)C)(C2)C)C)=O)NC(=O)C2=C(N=NS2)C)=O (S,E)-Methyl-7-(1-(2-(3,5,7-trimethyl-1-adamantylamino)-2-oxoethyl)-2-oxo-1,2-dihydropyridin-3-ylamino)-6-(4-methyl-1,2,3-thiadiazol-5-carboxamido)-7-oxohept-2-enoat